(4-(4,4,5,5-tetramethyl-1,3,2-dioxaborolan-2-yl)cyclohex-3-en-1-yl)methanol CC1(OB(OC1(C)C)C1=CCC(CC1)CO)C